C(\C=C/C(=O)OCCCCCCCCCCCCCCCCCCCC)(=O)OCCCCCCCCCCCCCCCCCCCC dieicosyl maleate